8-oxa-2-azaspiro[4.5]decane-2-carboxylate C1N(CCC12CCOCC2)C(=O)[O-]